2-methyl-4-(2,5-dimethylphenyl)indene CC=1CC2=CC=CC(=C2C1)C1=C(C=CC(=C1)C)C